(R)-5-(tert-butyl)-N-(2-(2-(cyclopropanecarboxamido)pyridin-4-yl)-6,7,8,9-tetrahydro-5H-benzo[7]annulen-5-yl)-1,2,4-oxadiazole-3-carboxamide C(C)(C)(C)C1=NC(=NO1)C(=O)N[C@@H]1CCCCC2=C1C=CC(=C2)C2=CC(=NC=C2)NC(=O)C2CC2